(R)- or (S)-N-((7-chloro-1-(4-(trifluoromethyl)phenyl)-2,3-dihydro-1H-pyrido[2,3-b][1,4]oxazin-3-yl)methyl)acetamide ClC1=CC2=C(O[C@@H](CN2C2=CC=C(C=C2)C(F)(F)F)CNC(C)=O)N=C1 |o1:6|